C(C)(C)(C)NC(C(=O)N(C)[C@H](C(N[C@@H](C[C@H]1C(NCC1)=O)C(COC(F)(F)F)=O)=O)C1CCCC1)=O N1-(tert-butyl)-N2-((S)-1-cyclopentyl-2-oxo-2-(((S)-3-oxo-1-((S)-2-oxopyrrolidin-3-yl)-4-(trifluoromethoxy)butan-2-yl)amino)ethyl)-N2-methyloxalamide